COC=1C=C(C=CC1OCC1=C(C=CC(=C1)OC)C(F)(F)F)C1C=2C(NC(C1)=O)=NNC2 4-(3-methoxy-4-{[5-methoxy-2-(trifluoromethyl)phenyl]methoxy}phenyl)-2H,4H,5H,6H,7H-pyrazolo[3,4-b]pyridin-6-one